C(C=C)C1=C(C=CC(=C1)OC(F)(F)F)N1CN(C(C2=C1N=CC(=C2)C(F)(F)F)=O)C=2C(=NC(=CC2)OC)CC=C 1-(2-Allyl-4-(trifluoromethoxy)phenyl)-3-(2-allyl-6-methoxypyridin-3-yl)-6-(trifluoromethyl)-2,3-dihydropyrido[2,3-d]pyrimidin-4(1H)-one